3-bromo-6-chloro-8-fluoro-4-isopropylquinoline BrC=1C=NC2=C(C=C(C=C2C1C(C)C)Cl)F